OC(CCCCCCCCC(=O)O)CCCCCCCC 10-hydroxy-octadecanoic acid